C1(CC1)C(=O)O.ON1C(CCC1=O)=O N-hydroxysuccinimide cyclopropanate